lithium 1-((6,7-dihydro-s-indacen-1(5H)-yl)dimethylsilyl)-3-(pentan-2-yl)-1,5,6,7-tetrahydro-s-indacen C1(=CC=C2CC=3CCCC3C=C12)[Si](C1C=C(C2=CC=3CCCC3C=C12)C(C)CCC)(C)C.[Li]